C(C)(C)(C)OC(N(C)[C@@H]1CN(CC1)C1=NC=C(C(=N1)OCC)C(NC=1C=CC=2N(C1)C=C(N2)C)=O)=O.FC(C=2C=C(C(C(=O)N)=C(C2)[2H])[2H])(F)F 4-(trifluoromethyl)benzamide-2,6-d2 tert-butyl-(S)-(1-(4-ethoxy-5-((2-methylimidazo[1,2-a]pyridin-6-yl)carbamoyl)pyrimidin-2-yl)pyrrolidin-3-yl)(methyl)carbamate